4-((2s,5r)-4-acryloyl-2,5-dimethylpiperazin-1-yl)-7-chloro-6-fluoro-1-(2-isopropyl-4-(methylthio)pyridin-3-yl)pyrido[2,3-d]pyrimidin-2(1H)-one C(C=C)(=O)N1C[C@@H](N(C[C@H]1C)C=1C2=C(N(C(N1)=O)C=1C(=NC=CC1SC)C(C)C)N=C(C(=C2)F)Cl)C